ClC1=C2C(=CNC2=C(C=C1)NS(=O)(=O)C=1C=NN(C1)C[C@@H](C)O)C#N N-(4-Chloro-3-cyano-1H-indol-7-yl)-1-[(2R)-2-hydroxypropyl]pyrazol-4-sulfonamid